(1R,5S,6r)-6-fluoro-3-azabicyclo[3.1.0]hexane-3-carboxylic acid tert-butyl ester C(C)(C)(C)OC(=O)N1C[C@@H]2C([C@@H]2C1)F